FC(C(C)(C)O)(OC1=CC=C(C2=C1N=C(O2)N2CC1N(C(C2)C1)O)C=1SC=CN1)F 3-(4-(1,1-difluoro-2-hydroxy-2-methylpropoxy)-7-(thiazol-2-yl)benzo[d]oxazol-2-yl)-3,6-diazabicyclo[3.1.1]heptan-6-ol